C1(=CC=C(C=C1)CN1C2=C(C(=C1)C)SC=C2C(=O)NC2CC1(CC(C1)C(=O)O)C2)C2=CC=CC=C2 6-(4-([1,1'-biphenyl]-4-ylmethyl)-6-methyl-4H-thieno[3,2-b]pyrrole-3-carboxamido)spiro[3.3]heptane-2-carboxylic acid